C(#N)C=1C=NN2C1C(=CC(=C2)C=2C=NN(C2)C)N2CCC(CC2)NC(CC2=CC=C(C=C2)OC)=O N-(1-(3-cyano-6-(1-methyl-1H-pyrazol-4-yl)pyrazolo[1,5-a]pyridin-4-yl)piperidin-4-yl)-2-(4-methoxyphenyl)acetamide